3-trifluoroethylbenzofuran FC(CC1=COC2=C1C=CC=C2)(F)F